5-(4-((1H-pyrazol-4-yl)amino)quinazolin-2-yl)-N-phenyl-2,5-diazabicyclo[2.2.1]heptane-2-carboxamide N1N=CC(=C1)NC1=NC(=NC2=CC=CC=C12)N1C2CN(C(C1)C2)C(=O)NC2=CC=CC=C2